CC1=CNC2=CC=CC(=C12)NS(=O)(=O)C=1C=NN(C1)C1=NC=CC(=C1)C(F)(F)F N-(3-METHYL-1H-INDOL-4-YL)-1-[4-(TRIFLUOROMETHYL)PYRIDIN-2-YL]PYRAZOLE-4-SULFONAMIDE